N1N=CC2=C1CN(C2)C(=O)OC(C)(C)C tert-butyl 4,6-dihydro-1h-pyrrolo[3,4-c]pyrazole-5-carboxylate